4-(2-chloro-7-(pyridin-3-ylmethyl)pyrido[3,2-d]pyrimidin-4-yl)morpholine ClC=1N=C(C2=C(N1)C=C(C=N2)CC=2C=NC=CC2)N2CCOCC2